C(C)N1CN(C=C1)C L-(+)-1-ethyl-3-methylimidazole